tert-Butyl (2,6-dimethyl-1,1-dioxido-3-phenyl-3,6-dihydro-2H-1,2,6-thiadiazinyl)carbamate CN1S(N(C=CC1(C1=CC=CC=C1)NC(OC(C)(C)C)=O)C)(=O)=O